7-(3-methyl-2-oxo-1,3-benzoxazol-6-yl)-2,7-diazaspiro[3.5]nonane-2-carboxylic acid tert-butyl ester C(C)(C)(C)OC(=O)N1CC2(C1)CCN(CC2)C2=CC1=C(N(C(O1)=O)C)C=C2